Cl.O=C1NC(CCC1C1=CC=C(N=N1)N1CCC(CC1)C(=O)N1CCC(CC1)C(=O)O)=O 1-{1-[6-(2,6-dioxopiperidin-3-yl)pyridazin-3-yl]piperidine-4-carbonyl}piperidine-4-carboxylic acid hydrochloride